6-chloro-4-{4-[(3-fluoro-4-hydroxyphenyl)methyl]piperazin-1-yl}-1-methyl-2-oxo-1,2-dihydro-1,5-naphthyridine-3-carbonitrile ClC=1N=C2C(=C(C(N(C2=CC1)C)=O)C#N)N1CCN(CC1)CC1=CC(=C(C=C1)O)F